C(CCCCCCCCCCCCCCCCCCCCCCC)(=O)N tetracosanamide